C(C)(C)(C)OC(C(CC1=CC(=C(C=C1)F)C1=NC(=CC=C1F)N)(C)C)=O 3-(3-(6-amino-3-Fluoropyridin-2-yl)-4-fluorophenyl)-2,2-dimethylpropionic acid tert-butyl ester